CC1N(CC[C@H]1C(=O)O)CCNC=1C=NC2=CC=C(C=C2C1)C=1N=CNC1C1=NC(=CC=C1)C.CN(C1=CC=CC=C1)C 2-(dimethylamino)benzol methyl-(3R)-1-[2-[[6-[5-(6-methyl-2-pyridyl)-1H-imidazol-4-yl]-3-quinolyl]amino]ethyl]pyrrolidine-3-carboxylate